m-acetamido-benzoic acid C(C)(=O)NC=1C=C(C(=O)O)C=CC1